3-benzyl-1-(trans-4-((4-((5-tert-butyl-1,3-oxazol-2-yl)methoxy)-5-cyanopyrimidin-2-yl)amino)cyclohexyl)-1-(5-(1-methyl-1H-pyrazol-4-yl)pyridin-2-yl)urea C(C1=CC=CC=C1)NC(N(C1=NC=C(C=C1)C=1C=NN(C1)C)[C@@H]1CC[C@H](CC1)NC1=NC=C(C(=N1)OCC=1OC(=CN1)C(C)(C)C)C#N)=O